2-chloro-6,7-dihydro-quinazolin ClC1=NC2=CCCC=C2C=N1